ClC=1C=C(C=CC1OC(F)F)NC=1C2=C(N=CN1)C=CC(=N2)N2[C@@H]1CN([C@H](C2)CC1)C(=O)OC(C)(C)C tert-Butyl (1S,4S)-5-(4-((3-chloro-4-(difluoromethoxy)phenyl)amino)pyrido[3,2-d]pyrimidin-6-yl)-2,5-diazabicyclo[2.2.2]octane-2-carboxylate